OCCN1C(=NC=C1)C(=S)C=1N(C=CN1)CCO 1-(2-hydroxyethyl)-2-imidazolylthioketone